gallium-antimony-sulfide [Sb]=S.[Ga]